1-[3-Hydroxy-1-(3-trifluoromethoxy-phenyl)-propyl]-3-spiro[2.3]hex-5-yl-urea OCCC(C1=CC(=CC=C1)OC(F)(F)F)NC(=O)NC1CC2(CC2)C1